Br(=O)(=O)O.CN1C=NC=C1 3-methylimidazole bromate